OC=1N=C(NC(C1C(=O)NC1=CC=C(C=C1)C1=C(N=NN1)C)=O)SC 4-hydroxy-N-(4-(4-methyl-1H-1,2,3-triazol-5-yl)phenyl)-2-(methylthio)-6-oxo-1,6-dihydropyrimidine-5-carboxamide